CC(C)(C)[O-].CC(C)(C)[O-].CC(C)(C)[O-].C(C)(C)(C)[Sn+3] tert-butyltin tris(tert-butoxide)